(E)-4,8-dimethyl-1,3,7-nonatriene C\C(=C/C=C)\CCC=C(C)C